C(C=C)(=O)O propenic acid